1-methyl-6-(4-{3-[1-(oxan-2-yl)-1H-pyrazol-4-yl]pyrrolidin-1-yl}pyrimidin-2-yl)-1H-indole-2-carboxylic acid CN1C(=CC2=CC=C(C=C12)C1=NC=CC(=N1)N1CC(CC1)C=1C=NN(C1)C1OCCCC1)C(=O)O